C12C(C3CC(CC(C1)C3)C2)CC(=O)NCCCCN2CCN(CC2)C(CCCC2=CC(=CC=C2)C2=NC=3N(C(=C2)N2CCN(CC2)CCO)N=C(C3C3=CC=CC=C3)C)=O 2-(adamantan-2-yl)-N-(4-(4-(4-(3-(7-(4-(2-hydroxyethyl)piperazin-1-yl)-2-methyl-3-phenylpyrazolo[1,5-a]pyrimidin-5-yl)phenyl)butanoyl)piperazin-1-yl)butyl)-acetamide